C[C@@]1(N(CCN(C1)C)C(CNC(\C=C\C1=CC=C(C=C1)C(F)(F)F)=O)=O)C(=O)OC(C([2H])([2H])C=1N=C(OC1C)C1=CC=CC=C1)([2H])[2H] 2-(5-methyl-2-phenyloxazol-4-yl)ethan-1,1,2,2-d4-1-ol methyl-(2S)-4-methyl-1-[2-[[(E)-3-[4-(trifluoromethyl)phenyl]prop-2-enoyl]amino]acetyl]piperazine-2-carboxylate